BrC=1C=C2N(CC(NC2=CC1)=O)C 6-bromo-4-methyl-1,3-dihydroquinoxalin-2-one